COC[C@@]1(N2[C@H](C[C@H](C1=O)CC2)C)COP(=O)(OC[C@]2(N1[C@H](C[C@H](C2=O)CC1)C)COC)N[C@@H](C)C(=O)OCC1=CC=CC=C1 benzyl (bis(((1S,2R,4R,6S)-2-(methoxymethyl)-6-methyl-3-oxoquinuclidin-2-yl)methoxy)phosphoryl)-L-alaninate